CNC(=O)[C@@H]1CC[C@H](CC1)CN N-methyl-trans-4-(aminomethyl)cyclohexanecarboxamide